3-(2-{[(3S)-piperidin-3-yl]amino}-5-(trifluoromethyl)pyrimidin-4-yl)-1H,4H,5H,8H,9H-pyrrolo[2,3-c]azocin-9-one N1C[C@H](CCC1)NC1=NC=C(C(=N1)C1=CNC=2C(NC=CCCC21)=O)C(F)(F)F